NC=1N=C(C2=C(N1)C(=NN2CC2=C(C=CC(=C2)CN2CCNCC2)OC)C)N[C@H](CCO)CCC (3S)-3-{[5-amino-1-({2-methoxy-5-[(piperazin-1-yl)methyl]phenyl}methyl)-3-methyl-1H-pyrazolo[4,3-d]pyrimidin-7-yl]amino}hexan-1-ol